C(#N)C1=NC=C(C(=O)OCC2=CC=CC=C2)C(=C1)C1=C(C=CC=C1)OC benzyl 6-cyano-4-(2-methoxyphenyl)nicotinate